BrC1=CC(=NC=N1)N1CCN(CC1)C(=O)OC(C)(C)C tert-butyl 4-(6-bromopyrimidin-4-yl)piperazine-1-carboxylate